2-(6-azaspiro[2.5]oct-6-yl)-N-(6-(tert-butylsulfamoyl)-2-pyridinyl)-6-((2-hydroxy-1,1-dimethylethyl)amino)-3-pyridinecarboxamide C1CC12CCN(CC2)C2=NC(=CC=C2C(=O)NC2=NC(=CC=C2)S(NC(C)(C)C)(=O)=O)NC(CO)(C)C